COC(=O)C1=NN(C=C1F)C1=NC=C(C=C1)C1OCCO1 1-(5-(1,3-Dioxolan-2-yl)pyridin-2-yl)-4-fluoro-1H-pyrazole-3-carboxylic acid methyl ester